tert-butyl N-[7-[1-(2,6-dioxopiperidin-3-yl)-3-methyl-2-oxo-1,3-benzodiazol-5-yl]heptyl]carbamate O=C1NC(CCC1N1C(N(C2=C1C=CC(=C2)CCCCCCCNC(OC(C)(C)C)=O)C)=O)=O